tert-butyl 4-[4-[(1-benzyl-3,6-dihydro-2H-pyridin-4-yl)oxy]cyclohexoxy]piperidine-1-carboxylate C(C1=CC=CC=C1)N1CCC(=CC1)OC1CCC(CC1)OC1CCN(CC1)C(=O)OC(C)(C)C